7,7'-(2,2'-dichloro-[1,1'-biphenyl]-3,3'-diyl)bis(3-(((S)-3-hydroxypyrrolidin-1-yl)methyl)-2-methylpyrrolo[1,2-a]pyrazin-1(2H)-one) ClC1=C(C=CC=C1C=1C=C2N(C=C(N(C2=O)C)CN2C[C@H](CC2)O)C1)C1=C(C(=CC=C1)C=1C=C2N(C=C(N(C2=O)C)CN2C[C@H](CC2)O)C1)Cl